BrC1=C(C=C(C(=O)N2CC=3N=C(N(C(C3C[C@H]2C)=O)C2=NN(C(=C2Cl)C(=O)NC)C)CC(C)C)C=C1)C(F)(F)F (R)-3-(7-(4-bromo-3-(trifluoromethyl)benzoyl)-2-isobutyl-6-methyl-4-oxo-5,6,7,8-tetrahydropyrido[3,4-d]pyrimidin-3(4H)-yl)-4-chloro-N,1-dimethyl-1H-pyrazole-5-carboxamide